4-(5-Chloro-2-(4-(trifluoromethyl)-1H-1,2,3-triazol-1-yl)phenyl)-5-fluoro-2-methoxypyridine ClC=1C=CC(=C(C1)C1=CC(=NC=C1F)OC)N1N=NC(=C1)C(F)(F)F